NC1=NC=CC(=C1Cl)OC1=C(C=C(C=C1)NC(=O)C=1C(N(C=CC1OCC)C1=CC=C(C=C1)F)=O)F N-[4-(2-amino-3-chloropyridin-4-yl)oxy-3-fluorophenyl]-4-ethoxy-1-(4-fluorophenyl)-2-oxopyridine-3-carboxamide